triisopropylammonium tetraphenyl-borate C1(=CC=CC=C1)[B-](C1=CC=CC=C1)(C1=CC=CC=C1)C1=CC=CC=C1.C(C)(C)[NH+](C(C)C)C(C)C